N1=C(C=CC=C1)C1(OC2(OCC1)CC1CC1C2)CO (4'-(pyridin-2-yl)tetrahydrooxaspiro[bicyclo[3.1.0]hexane-3,2'-pyran]-4'-yl)methanol